C(C)(C)OC1=CC=C(C=C1)C=1C=C2C=C(C(N(C2=NC1)CC1=CC=C(C=C1)F)=O)C(=O)NC1CC2(C1)CCC2 6-(4-isopropoxyphenyl)-1-(4-fluorobenzyl)-2-oxo-N-(spiro[3.3]heptan-2-yl)-1,2-dihydro-1,8-naphthyridine-3-carboxamide